1-Fluoro-2-nitro-4-(perfluorobutyl)benzene FC1=C(C=C(C=C1)C(C(C(C(F)(F)F)(F)F)(F)F)(F)F)[N+](=O)[O-]